N,N-distearyl-2-Benzothiazolylsulfenamide C(CCCCCCCCCCCCCCCCC)N(SC=1SC2=C(N1)C=CC=C2)CCCCCCCCCCCCCCCCCC